4-(5-(2,4-difluorophenoxy)-1-(ethylsulfonyl)-1H-pyrrolo[3,2-B]pyridin-6-yl)-6-methyl-1,6-dihydro-7H-pyrrolo[2,3-c]pyridin-7-one FC1=C(OC2=C(C=C3C(=N2)C=CN3S(=O)(=O)CC)C=3C2=C(C(N(C3)C)=O)NC=C2)C=CC(=C1)F